1-cyclopentyl-3-(5-(1-(4-ethylphenyl)-1H-pyrazol-4-yl)-1H-indol-3-yl)urea C1(CCCC1)NC(=O)NC1=CNC2=CC=C(C=C12)C=1C=NN(C1)C1=CC=C(C=C1)CC